SCCC[Si](OC)(OC)OC gamma-mercaptopropyltri-methoxysilane